FC=1C2=CC(NN=C2C=C(C1)C1=C(C2=CN(N=C2C=C1)C)F)(CCCCCC(N)(N)N)C1CCNCC1 5-Fluoro-7-(4-fluoro-2-methyl-2H-indazol-5-yl)-3-(piperidin-4-yl)cinnolinehexanetriamine